C1([C@H](O)[C@@H](O)[C@H](O[C@H]2[C@H](O)[C@@H](O)[C@@H](O)[C@H](O2)CO)[C@H](O1)CO)SC[C@H](NC(CC[C@H](N)C(=O)O)=O)C(=O)NCC(=O)O S-D-lactosyl-glutathione